2-chloro-N,N-dimethyl-4-((1S,4s)-4-(1-((R or S)-3,3,3-trifluoro-2-hydroxy-2-(3-methoxyphenyl)propanoyl)piperidin-4-yl)cyclohexyloxy)benzamide ClC1=C(C(=O)N(C)C)C=CC(=C1)OC1CCC(CC1)C1CCN(CC1)C([C@@](C(F)(F)F)(C1=CC(=CC=C1)OC)O)=O |o1:26|